FC(C1=NN=C(O1)C1=CC=C(C=C1)[C@@H](CN1CCCC1)N1N=NC(=C1)C=1C=CC(=NC1)N)F 5-[1-[(1S)-1-[4-[5-(difluoromethyl)-1,3,4-oxadiazol-2-yl]phenyl]-2-pyrrolidin-1-ylethyl]triazol-4-yl]pyridin-2-amine